CC1=C(C(=O)P(C)(C)=O)C(=CC(=C1)C)C 2,4,6-trimethylbenzoyl-dimethyl-phosphine oxide